CC1=C(C(=O)N)C=CN=C1 methylisonicotinamide